L-3,3'-diaminobenzidine NC=1C=C(C=CC1N)C1=CC(=C(N)C=C1)N